tert-butyl 4-(5-chloro-2-(4,4-difluoroazepan-1-yl)-4-(trifluoromethyl)benzamido)piperidine-1-carboxylate ClC=1C(=CC(=C(C(=O)NC2CCN(CC2)C(=O)OC(C)(C)C)C1)N1CCC(CCC1)(F)F)C(F)(F)F